CCCCCCCCC/C=C/C=C/C=O tetradecadienal